(R)-3-(4-((1-(3-acetylamino-5-(trifluoromethyl)phenyl)ethyl)amino)-8-methyl-7-oxo-7,8-Dihydropyrido[2,3-d]pyrimidin-6-yl)-2,5-dihydro-1H-pyrrole-1-carboxylic acid tert-butyl ester C(C)(C)(C)OC(=O)N1CC(=CC1)C1=CC2=C(N=CN=C2N[C@H](C)C2=CC(=CC(=C2)C(F)(F)F)NC(C)=O)N(C1=O)C